C[Si](C1=CC=CC=C1)(C)P([Si](C)(C)C)[Si](C)(C)C1=CC=CC=C1 bis(dimethylphenylsilyl)(trimethylsilyl)phosphine